C(#N)C1=C(C=C(C=C1)N1CCC(CC1)C(=O)NC1=CC=C(C=N1)CCN1CCCCC1)C(F)(F)F 1-(2-(6-(1-(4-cyano-3-(trifluoromethyl)phenyl)piperidine-4-carboxamido)pyridin-3-yl)ethyl)piperidin